Nitrophenyl (S)-8-(benzyloxy)-7-methoxy-2-methylene-5-oxo-2,3,11,11a-tetrahydro-1H-benzo[e]pyrrolo[1,2-a][1,4]diazepine-10(5H)-carboxylate C(C1=CC=CC=C1)OC=1C(=CC2=C(N(C[C@H]3N(C2=O)CC(C3)=C)C(=O)OC3=C(C=CC=C3)[N+](=O)[O-])C1)OC